[Cl-].N1C=CC=C1 pyrrole chloride salt